(R)-3-((3-bromophenyl)ethynyl)-3-methoxy-1-methylpyrrolidin-2-one BrC=1C=C(C=CC1)C#C[C@]1(C(N(CC1)C)=O)OC